Cl.N[C@H](C(=O)N1[C@@H](C[C@H](C1)O)C(=O)N[C@@H](CO)C1=CC=C(C=C1)C1=C(N=CS1)C)C(C)(C)C (2S,4R)-1-[(2S)-2-amino-3,3-dimethylbutyryl]-4-hydroxy-N-{(1R)-2-hydroxy-1-[4-(4-methyl-1,3-thiazol-5-yl)phenyl]ethyl}pyrrolidine-2-carboxamide hydrochloride